N-[(3R,5S)-5-methyl-1-(8-trifluoromethyl-quinolin-5-yl)-piperidin-3-yl]-acetamide C[C@H]1C[C@H](CN(C1)C1=C2C=CC=NC2=C(C=C1)C(F)(F)F)NC(C)=O